NC1=NC(N(C=C1F)[C@@H]1O[C@]([C@H]([C@@H]1F)O[Si](C)(C)C(C)(C)C)(C=CCl)CO[Si](C)(C)C(C)(C)C)=O 4-amino-1-[(2R,3S,4R,5R)-4-[(tert-butyldimethylsilyl)oxy]-5-{[(tert-butyldimethylsilyl)oxy]methyl}-5-(2-chloroethenyl)-3-fluorooxolan-2-yl]-5-fluoropyrimidin-2-one